hexahydro-1H-cyclopenta[c]pyrrole-2-carboxylate C1N(CC2C1CCC2)C(=O)[O-]